ClC1=NC=C(C(=C1)C1=C(C=NC(=C1)C)C(=O)NC=1SC2=C(N1)CN(C2)C(=O)C=2C(=NN(C2)C)C(F)(F)F)OC 2'-chloro-5'-methoxy-6-methyl-N-(5-(1-methyl-3-(trifluoromethyl)-1H-pyrazole-4-carbonyl)-5,6-dihydro-4H-pyrrolo[3,4-d]thiazol-2-yl)-[4,4'-bipyridine]-3-carboxamide